4-((3-fluoropyridin-2-yl)thio)-6-(1-((3S,4S)-3-hydroxypiperidin-4-yl)-5-methyl-1H-pyrazol-4-yl)pyrazolo[1,5-a]pyridine-3-carbonitrile FC=1C(=NC=CC1)SC=1C=2N(C=C(C1)C=1C=NN(C1C)[C@@H]1[C@H](CNCC1)O)N=CC2C#N